CC=1C=C(C=C(C1)C)C(CC=O)CC=O 3-(3,5-dimethylphenyl)-1,5-pentanedione